2,5-dichloro-isophthalonitrile ClC1=C(C#N)C=C(C=C1C#N)Cl